N-((1s,3S)-3-hydroxy-3-methylcyclobutyl)-2-((R)-3-((6-(2-hydroxy-4,6-dimethylphenyl)-1,2,4-triazin-3-yl)amino)piperidin-1-yl)acetamide OC1(CC(C1)NC(CN1C[C@@H](CCC1)NC=1N=NC(=CN1)C1=C(C=C(C=C1C)C)O)=O)C